ClC1=C(C=CC(=C1)F)[C@@H]([C@@H](C)C=1N(C(C(=C(N1)C(=O)NC=1C=NOC1)O)=O)C)C=1C=NN(C1)C 2-((1S,2R)-1-(2-chloro-4-fluorophenyl)-1-(1-methyl-1H-pyrazol-4-yl)propan-2-yl)-5-hydroxy-N-(isoxazol-4-yl)-1-methyl-6-oxo-1,6-dihydropyrimidine-4-carboxamide